6-(2-amino-5-(4-(3-(ethyl(methyl)amino)pyrrolidin-1-yl)phenyl)pyridin-3-yl)-3,4-dihydroisoquinolin-1(2H)-one NC1=NC=C(C=C1C=1C=C2CCNC(C2=CC1)=O)C1=CC=C(C=C1)N1CC(CC1)N(C)CC